tert-Butyl 4-[3-[3-[(4-methoxyphenyl)methyl]-2,4-dioxo-hexahydropyrimidin-1-yl]pyrazolo[1,5-a]pyridin-6-yl]-3,6-dihydro-2H-pyridine-1-carboxylate COC1=CC=C(C=C1)CN1C(N(CCC1=O)C=1C=NN2C1C=CC(=C2)C=2CCN(CC2)C(=O)OC(C)(C)C)=O